ClC=1C=CC(N(C1)C1=CC=CC=C1)=O 5-chloro-1-phenyl-2(1H)-pyridone